FC1=C2C(=NN(C2=CC=C1)C1OCCCC1)I 4-fluoro-3-iodo-1-tetrahydropyran-2-yl-indazole